1-(pyridin-2-ylmethyl)-3-((4-cyanophenyl)ethynyl)-4-(4-(trifluoromethyl)phenyl)-1H-pyrrole-2,5-dione N1=C(C=CC=C1)CN1C(C(=C(C1=O)C1=CC=C(C=C1)C(F)(F)F)C#CC1=CC=C(C=C1)C#N)=O